(((3-cyclopropyl-1-methyl-1H-pyrazol-5-yl)sulfonyl)difluoromethyl)-piperidine hydrochloride Cl.C1(CC1)C1=NN(C(=C1)S(=O)(=O)C(F)(F)N1CCCCC1)C